N1=C(C=CC=C1C1=C(C=CC=C1)C=1C(=C(C=C(C1)C)C12CC3(CC(CC(C1)(C3)C)(C2)C)C)[O-])C2=C(C=CC=C2)C=2C(=C(C=C(C2)C)C23CC1(CC(CC(C2)(C1)C)(C3)C)C)[O-].C[Zr+2]C Dimethylzirconium [2',2'''-(pyridine-2,6-diyl)bis(5-methyl-3-((3r,5r,7r)-3,5,7-trimethyladamantan-1-yl)-[1,1'-biphenyl]-2-olate)]